ClC1=CC=C(C=C1)[C@@]1(N(C(C2=CC(=CC(=C12)F)C(CC)(C=1N=CN(C1)C)O)=O)CC=1C=CC(=NC1)C#N)O[C@@H]1COCC1 5-{[(1R)-1-(4-chlorophenyl)-7-fluoro-5-[1-hydroxy-1-(1-methyl-1H-imidazol-4-yl)propyl]-3-oxo-1-[(3S)-oxolan-3-yloxy]-2,3-dihydro-1H-isoindol-2-yl]methyl}pyridine-2-carbonitrile